5-(2-fluorophenyl)-1H-pyrrole-3-carboxamide FC1=C(C=CC=C1)C1=CC(=CN1)C(=O)N